Rac-(3R,4S)-3-amino-4-methoxypyrrolidine-1-carboxylic acid tert-butyl ester C(C)(C)(C)OC(=O)N1C[C@H]([C@H](C1)OC)N |r|